FC(C(=O)O)(F)F.O(C1=CC=CC=C1)[C@@H]1C[C@@H](CCC1)N (1R,3S)-3-phenoxycyclohexane-1-amine trifluoroacetate salt